2-FLUORO-4-PHENYLPYRIDIN-3-YLBORONIC ACID FC1=NC=CC(=C1B(O)O)C1=CC=CC=C1